BrC=1SC(=C(N1)CC(=O)OCC)C ethyl 2-(2-bromo-5-methyl-1,3-thiazol-4-yl)acetate